((S)-1-propenoyl-4-(2-(((S)-1-methylpyrrolidin-2-yl)methoxy)-7-(naphthalen-2-ylmethyl)imidazo[2,1-f][1,2,4]triazin-4-yl)piperazin-2-yl)acetonitrile C(C=C)(=O)N1[C@H](CN(CC1)C1=NC(=NN2C1=NC=C2CC2=CC1=CC=CC=C1C=C2)OC[C@H]2N(CCC2)C)CC#N